4-[(1S)-1-[[4-(2-phenylethylamino)tetrahydropyran-4-carbonyl]amino]ethyl]benzoic acid C1(=CC=CC=C1)CCNC1(CCOCC1)C(=O)N[C@@H](C)C1=CC=C(C(=O)O)C=C1